1-(2-(dimethylamino)-1-(3-fluoro-5-iodophenyl)ethyl)-4-iodopyridin-2(1H)-one CN(CC(C1=CC(=CC(=C1)I)F)N1C(C=C(C=C1)I)=O)C